CC(C)(C)C=1C=C(C=C(C1O)C(C)(C)C)C(C(=O)OC)C 3,5-bis(1,1-dimethylethyl)-4-hydroxyphenylpropionic acid, methyl ester